C(=C)C(C(=O)O)C(=O)O vinyl-malonic acid